2-amino-2,3-dimethylbutane NC(C)(C(C)C)C